OC1=C(C=CC=C1)C(CC(C(=O)OC)=O)=O Methyl 4-(2-hydroxyphenyl)-2,4-dioxobutanoate